3,9-dihydro-1H-purine-2,6-dione N1C(NC=2NC=NC2C1=O)=O